C(CCCCCCCCCC=CCCCCCCCCCCCCCCC)(=O)O 11-heptacosenoic acid